C(N)(=O)C1CCC(CC1)NC(OC(C)(C)C)=O tertbutyl ((1r,4r)-4-carbamoylcyclohexyl)carbamate